OCCOCCOC1CC2(CCC(C2)OCCOCCO)CC1 2-(2-{7-[2-(2-hydroxy-ethoxy)-ethoxy]-spiro[4.4]non-2-yloxy}-ethoxy)-ethanol